(5-morpholinopyridin-3-yl)methanone O1CCN(CC1)C=1C=C(C=NC1)C=O